C12(CC3CC(CC(C1)C3)C2)CCNCCCCCSC2=C3CN(C(C3=CC=C2)=O)C2C(NC(CC2)=O)=O 3-(4-((5-((2-(adamantan-1-yl)ethyl)amino)pentyl)thio)-1-oxoisoindolin-2-yl)piperidine-2,6-dione